BrCC1=C(C(=O)OC)C=CC(=C1)[C@@H](C)NC(=O)OC(C)(C)C methyl (R)-2-(bromomethyl)-4-(1-((tert-butoxycarbonyl)amino)ethyl)benzoate